CC1CCCCCCC=2NC=CC21 6-methylheptanopyrrole